FC=1C(=CC(=C(N)C1)OC)C 5-FLUORO-2-METHOXY-4-METHYLANILINE